CCC(CC)OOC(C=CCCCCC(CCCCCCCCCC)N(CCCCCCCC(OOC(CC)CC)=O)C(CCCCN(C)C)=O)=O 8-(5-(Dimethylamino)-N-(8-oxo-8-((3-pentyloxy)oxy)octyl)-pentanoylamino)-octadecenoic acid 3-pentyloxy ester